2,5-divinyl-2,5-bis(2-ethylhexanoylperoxy)hexane C(=C)C(C)(CCC(C)(OOC(C(CCCC)CC)=O)C=C)OOC(C(CCCC)CC)=O